N1[C@H](C1)C(=O)N1C[C@@H]2N(C=3N=CN=C4C=C(C(=C(C34)OCC2)Cl)C2=C(C=CC=C2O)F)CC1 ((R)-aziridin-2-yl)((14aR)-11-chloro-10-(2-fluoro-6-hydroxyphenyl)-1,3,4,13,14,14a-hexahydro-2H-pyrazino[1',2':5,6][1,5]oxazocino[4,3,2-de]quinazolin-2-yl)methanone